1-(2,6-difluorobenzyl)-1H-1,2,3-triazole-4-carboxylic acid FC1=C(CN2N=NC(=C2)C(=O)O)C(=CC=C1)F